1-(2-cyclopropyl-pyrimidin-5-yl)ethan-1-ol C1(CC1)C1=NC=C(C=N1)C(C)O